ON1C=C([C@H]2[C@H](O)[C@H](O)[C@@H](CO)O2)C(NC1=O)=O N1-hydroxypseudouridine